1H-pyrazol-1-yl-piperidine-1-carboxylic acid 4-nitrophenyl ester [N+](=O)([O-])C1=CC=C(C=C1)OC(=O)N1C(CCCC1)N1N=CC=C1